diethyl 2-(1-methyl-ethylidene)malonate CC(C)=C(C(=O)OCC)C(=O)OCC